C(=C)C1(CCC(O1)C(C)(C)O)C 2-(5-ethenyl-5-methyloxolan-2-yl)propan-2-ol